4-(2,4-difluorophenoxy)-5-(1-methyl-6-oxopyridin-3-yl)-1-(methylsulfonylmethyl)pyridin-2-one FC1=C(OC2=CC(N(C=C2C2=CN(C(C=C2)=O)C)CS(=O)(=O)C)=O)C=CC(=C1)F